N-((6S,7S)-5-((S)-2-cyclopropyl-2-hydroxyacetyl)-6-((2,3',5'-trifluoro-[1,1'-biphenyl]-3-yl)methyl)-5-azaspiro[2.4]heptane-7-yl)-1-fluoromethanesulfonamide C1(CC1)[C@@H](C(=O)N1CC2(CC2)[C@@H]([C@@H]1CC=1C(=C(C=CC1)C1=CC(=CC(=C1)F)F)F)NS(=O)(=O)CF)O